BrC1=CC(=CC(=C1)S(=O)(=O)C)C 1-bromo-3-methyl-5-(methylsulfonyl)benzene